tert-butyl 6-((5-carbamoyl-4-(4-carbamoylthiophen-2-yl)pyrimidin-2-yl)amino)-7-chloro-3,4-dihydroisoquinoline-2(1H)-carboxylate C(N)(=O)C=1C(=NC(=NC1)NC=1C=C2CCN(CC2=CC1Cl)C(=O)OC(C)(C)C)C=1SC=C(C1)C(N)=O